O1N=CC=C1 Isoxazol